FC1CCN(CC1)C1=C(C=C2C(=N1)N=C(S2)N2CCOCC2)N 5-(4-Fluoropiperidin-1-yl)-2-morpholinothiazolo[4,5-b]pyridin-6-amine